3-[3-methyl-2-oxo-5-(3-oxo-3-piperazin-1-yl-propyl)benzimidazol-1-yl]piperidine-2,6-dione CN1C(N(C2=C1C=C(C=C2)CCC(N2CCNCC2)=O)C2C(NC(CC2)=O)=O)=O